5-[3-(2-Aminoethoxy)azetidin-1-yl]-2-(2,6-dioxopiperidin-3-yl)isoindole-1,3-dione NCCOC1CN(C1)C=1C=C2C(N(C(C2=CC1)=O)C1C(NC(CC1)=O)=O)=O